CN1CCC(CC1)NC1=CC=C(C(=O)NC2=CC(=NN2)C=2C=CC3=C(N(C=N3)C3=CC(=CC=C3)F)C2)C=C1 4-((1-methylpiperidin-4-yl)amino)-N-(3-(1-(3-fluorophenyl)-1H-benzo[d]imidazol-6-yl)-1H-pyrazol-5-yl)benzamide